5-(2-(Dimethylamino)ethoxy)-2-methyl-N-(1-(2-(trifluoromethyl)phenyl)cyclopropyl)benzamide CN(CCOC=1C=CC(=C(C(=O)NC2(CC2)C2=C(C=CC=C2)C(F)(F)F)C1)C)C